5-bromo-1,2-dichloro-3-propan-2-yloxybenzene BrC=1C=C(C(=C(C1)Cl)Cl)OC(C)C